NC1=NC=C2N(C(N(C2=N1)[C@@H]1O[C@@H](C[C@H]1O)CO)=O)CC(F)F 2-amino-7-(2,2-difluoroethyl)-9-((2R,3R,5S)-3-hydroxy-5-(hydroxymethyl)tetrahydrofuran-2-yl)-7,9-dihydro-8H-purin-8-one